ClC=1C=CC(=NC1)N1CC[C@@H]2CN(CC[C@@H]21)C2=C(C(N(C1=CC=C(N=C21)Cl)C)=O)C#N 4-[(3aR,7aS)-1-(5-chloropyridin-2-yl)-octahydro-1H-pyrrolo[3,2-c]pyridin-5-yl]-6-chloro-1-methyl-2-oxo-1,2-dihydro-1,5-naphthyridine-3-carbonitrile